2-chloro-5-(3,3-dimethylazetidine-1-carbonyl)-N-[3-methyl-5-(2-phenylethynyl)-2-pyridyl]benzamide ClC1=C(C(=O)NC2=NC=C(C=C2C)C#CC2=CC=CC=C2)C=C(C=C1)C(=O)N1CC(C1)(C)C